N-(4-(5-(2-(4,4-Difluoropiperidin-1-yl)-6-methylpyrimidin-4-yl)-1,2,4-thiadiazol-3-yl)-3-(6-azaspiro[2.5]octan-6-yl)phenyl)-2-hydroxyethane-1-sulfonamide FC1(CCN(CC1)C1=NC(=CC(=N1)C1=NC(=NS1)C1=C(C=C(C=C1)NS(=O)(=O)CCO)N1CCC2(CC2)CC1)C)F